hexadecyl-(2-hydroxyethyl)dimethyl-ammonium chloride [Cl-].C(CCCCCCCCCCCCCCC)[N+](C)(C)CCO